COC1=CC=C(C=C1)CN1C[C@H](OC[C@H]1C)CO [(2S,5R)-4-[(4-methoxyphenyl)methyl]-5-methylmorpholin-2-yl]methanol